ClC1=C(C=CC=C1C1=CC=C(C(=N1)OC)CN(C(OC(C)(C)C)=O)C[C@H]1NC(CC1)=O)C1=C(C(=CC=C1)C1=CC=C2C(=N1)C(=C(N2)C=O)Cl)Cl tert-Butyl (S)-((6-(2,2'-dichloro-3'-(3-chloro-2-formyl-1H-pyrrolo[3,2-b]pyridin-5-yl)-[1,1'-biphenyl]-3-yl)-2-methoxypyridin-3-yl)methyl)((5-oxopyrrolidin-2-yl)methyl)carbamate